C(CCCCCCCCCCCCCCCCC)OCC(COC(C1=CC=CC=C1)(C1=CC=CC=C1)C1=CC=CC=C1)O 1-(octadecyloxy)-3-(trityloxy)propan-2-ol